C(C1=CC=CC=C1)N1C=2C=CC(CC2C=2C(CCCC12)C(N)=O)(CCC#N)OCCCC(=O)O 4-[9-benzyl-4-carbamoyl-6-(2-cyanoethyl)-1,2,3,4-tetrahydrocarbazol-6-yl]oxybutyric acid